CC1=CC=C(C=C1)C=1C=CC=C2C=CC=[N+](C12)[O-] 8-(4-methylphenyl)quinoline-1-oxide